FC(C1=CC=C(C=C1)C=1C2=C(NN1)CN(C2)C(=O)[O-])(F)F 3-(4-(trifluoromethyl)phenyl)-4,6-dihydropyrrolo[3,4-c]pyrazole-5(1H)-carboxylate